ClC=1C=C(C=2N(N1)C=CN2)[C@@H]2[C@H](C2)C(F)F 6-Chloro-8-((1S,2S)-2-(difluoromethyl)cyclopropyl)imidazo[1,2-b]pyridazine